(3S)-3-(azepane-1-carbonyl)-3,4-dihydro-1H-isoquinoline-2-carboxylic acid tert-butyl ester C(C)(C)(C)OC(=O)N1CC2=CC=CC=C2C[C@H]1C(=O)N1CCCCCC1